[Cl-].C1(=CC=CC2=CC=CC=C12)C(/C=C/C1=CC=C(OC2CSC3=[N+]2C=CC=C3)C=C1)=O (E)-3-(4-(3-(naphthalen-1-yl)-3-oxoprop-1-en-1-yl)phenoxy)-2,3-dihydrothiazolo[3,2-a]pyridin-4-ium chloride